ClC1=NC=C(C(=N1)NC1=C(C(=CC=C1)C1=NC=CC=N1)OC)C(=O)OCC Ethyl 2-chloro-4-(2-methoxy-3-(pyrimidin-2-yl)phenylamino)pyrimidine-5-carboxylate